(2,4-dihydroxyphenyl) (2,6-di(3-methyl-2-butenyl)-3,4,5-trihydroxyphenyl) ketone CC(=CCC1=C(C(=C(C(=C1O)O)O)CC=C(C)C)C(=O)C1=C(C=C(C=C1)O)O)C